ClC=1SC(=CN1)C(CO)C(=O)C(CO)C1=CN=C(S1)Cl 1-(2-chlorothiazol-5-yl)-2-hydroxyethyl ketone